Trimethylsilan C[SiH](C)C